C(CCCCCC)C(C(=O)O)CC.C(CCC)(=O)OCCCCCCC heptyl butyrate (heptylbutyrate)